C(C)(C)(C)OC(=O)N[C@@H](CC=C)C=1C=C(C=C(C1)F)N1[C@H](CCC1=O)C(=O)O (2R)-1-{3-[(1S)-1-{[(tert-butoxy)carbonyl]amino}but-3-en-1-yl]-5-fluorophenyl}-5-oxopyrrolidine-2-carboxylic acid